1,3-Bis(1-isocyanato-1-methylethyl)benzol N(=C=O)C(C)(C)C1=CC(=CC=C1)C(C)(N=C=O)C